(4-aminophenyl)-4-(2,6-difluorobenzyl)-2,4-dihydro-3H-1,2,4-triazol-3-one NC1=CC=C(C=C1)N1N=CN(C1=O)CC1=C(C=CC=C1F)F